3-[[(1R)-1-(3,6-dimethyl-4-oxo-2-phenyl-benzopyran-8-yl)ethyl]amino]-6-methyl-pyridine-2-carboxylic acid CC1=C(OC2=C(C1=O)C=C(C=C2[C@@H](C)NC=2C(=NC(=CC2)C)C(=O)O)C)C2=CC=CC=C2